(3S)-3-(2-(5-(2-(azetidin-1-yl)ethyl)-2-oxo-4-(trifluoromethyl)pyridin-1(2H)-yl)-4-methylpentanamido)-3-(5-cyclopropyl-2,4-difluoro-2',4',6'-trimethylbiphenyl-3-yl)propionic acid N1(CCC1)CCC=1C(=CC(N(C1)C(C(=O)N[C@@H](CC(=O)O)C=1C(=C(C=C(C1F)C1CC1)C1=C(C=C(C=C1C)C)C)F)CC(C)C)=O)C(F)(F)F